C(C)(C)O isopropanyl alcohol